C(C)(C)(CC)C(C(=O)OO)CCCCC(C)(C)C tert-amyl-peroxyneodecanoic acid